BrC1=CC(=CC=2CCOC21)Cl 7-Bromo-5-chloro-2,3-dihydrobenzofuran